bisphenol A dilithium [Li].[Li].OC1=CC=C(C=C1)C(C)(C)C1=CC=C(C=C1)O